5-amino-3-(3-((tert-butyldimethylsilyl)oxy)propyl)-1,3,4-thiadiazol-2(3H)-one NC1=NN(C(S1)=O)CCCO[Si](C)(C)C(C)(C)C